1-(2,6-dimethylpyridin-3-yl)-N-((5-(pyridin-3-yl)-1,3,4-thiadiazol-2-yl)methyl)-1H-1,2,3-triazole-4-carboxamide CC1=NC(=CC=C1N1N=NC(=C1)C(=O)NCC=1SC(=NN1)C=1C=NC=CC1)C